C1(=CC=CC=C1)C1=NOB(N1)C1=CC=CC=C1 3,5-diphenyl-4,5-dihydro-1,2,4,5-oxadiazaborole